4-(5-phenyl-1,3,4-thiadiazol-2-yl)naphthalene C1(=CC=CC=C1)C1=NN=C(S1)C1=CC=CC2=CC=CC=C12